5-(((4,4-dioxido-1,4-oxathian-3-yl)methyl)amino)pyridazin-3(2H)-one O=S1(C(COCC1)CNC1=CC(NN=C1)=O)=O